C1N(CCC2=CC=CC=C12)C[C@H](CN1CCOC2=C(C1=O)C=CC(=C2)OC2CCN(CC2)CCF)O 4-[(2R)-3-(3,4-dihydro-1H-isoquinolin-2-yl)-2-hydroxy-propyl]-8-[[1-(2-fluoroethyl)-4-piperidyl]oxy]-2,3-dihydro-1,4-benzoxazepin-5-one